BrC1=C2CCCN(C2=CC=C1)C1=NC=2N(C3=C1C=C(C=N3)F)C=NN2 5-(5-bromo-3,4-dihydroquinolin-1(2H)-yl)-3-fluoropyrido[3,2-e][1,2,4]triazolo[4,3-a]pyrimidine